ClC1=CC=C(C=C1)C=1C(NC(NC1)=O)=O 5-(4-chlorophenyl)pyrimidine-2,4(1H,3H)-dione